CC(CC1=CC=CC=C1)(CC(C)C)NC(=O)C=1C=C2C(=NC1OC)CCC2 N-(2,4-dimethyl-1-phenylpentan-2-yl)-2-methoxy-6,7-dihydro-5H-cyclopenta[b]pyridine-3-carboxamide